ClC1=C(C=C(C(=C1)N(C)C1=CC(=CC=C1)OC)C)N=CN(C)CC N'-(2-chloro-4-((3-methoxyphenyl)(methyl)amino)-5-methylphenyl)-N-ethyl-N-methylformimidamide